Nε-thiobutyryl-lysine C(CCC)(=S)NCCCC[C@H](N)C(=O)O